C(C1=CC=CC=C1)OC1=CC=C2C(C(OC(C2=C1)C)C1CCCCC1)C1=CC=C(C=C1)N1CCC(CC1)C(OC)OC 1-(4-(7-(benzyloxy)-3-cyclohexyl-1-methylisochroman-4-yl)phenyl)-4-(dimethoxymethyl)piperidine